CC=1C(=NC=NC1NC1=CC(=C2N(C1=O)C1(CCN(CC1)CC(F)(F)F)NC2=O)C)NC(=O)C2CC2 N-(5-methyl-6-((8-methyl-1,5-dioxo-1'-(2,2,2-trifluoroethyl)-1,5-dihydro-2H-spiro[imidazo[1,5-a]pyridine-3,4'-piperidin]-6-yl)amino)pyrimidin-4-yl)cyclopropanecarboxamide